2-chloro-3,5-dimethylquinoline ClC1=NC2=CC=CC(=C2C=C1C)C